3-[6-(dimethylamino)-1-oxo-isoindolin-2-yl]piperidine-2,6-dione 1-octylnonyl-8-[3-[2-[2-[2-(2-aminoethoxy)ethoxy]ethoxy]ethoxy]-2-[8-(1-octylnonoxy)-8-oxo-octoxy]propoxy]octanoate C(CCCCCCC)C(CCCCCCCC)OC(CCCCCCCOCC(COCCOCCOCCOCCN)OCCCCCCCC(=O)OC(CCCCCCCC)CCCCCCCC)=O.CN(C1=CC=C2CN(C(C2=C1)=O)C1C(NC(CC1)=O)=O)C